OC[C@@H](COC)NC([O-])=O (S)-(1-hydroxy-3-methoxypropan-2-yl)carbamate